tert-butyl (3-(4-bromo-1H-pyrazol-1-yl)-2-((tertbutyldimethylsilyl)oxy)propyl)carbamate BrC=1C=NN(C1)CC(CNC(OC(C)(C)C)=O)O[Si](C)(C)C(C)(C)C